6-nitroimidazo[1,2-a]pyridine-2-carboxylic acid ethyl ester C(C)OC(=O)C=1N=C2N(C=C(C=C2)[N+](=O)[O-])C1